2,2,2-trifluoro-1-(4-methylthiophenyl)ethanone FC(C(=O)C1=CC=C(C=C1)SC)(F)F